tert-butyl 4-(4-formyl-3,5-dimethoxyphenyl)piperazine-1-carboxylate C(=O)C1=C(C=C(C=C1OC)N1CCN(CC1)C(=O)OC(C)(C)C)OC